(1-indenyl)zirconium dichloride [Cl-].[Cl-].C1(C=CC2=CC=CC=C12)[Zr+2]